1,4-bis(3-methyl-4-hydroxyphenyl)-4-(4-hydroxyphenyl)pentane CC=1C=C(C=CC1O)CCCC(C)(C1=CC=C(C=C1)O)C1=CC(=C(C=C1)O)C